1-(4-fluorophenyl)-3-phenylprop-2-en-1-one FC1=CC=C(C=C1)C(C=CC1=CC=CC=C1)=O